(7-(2-(4-(6-fluorobenzo[b]thiophen-4-yl)piperazin-1-yl)ethyl)-2-oxo-3,4-dihydroquinolin-1(2H)-yl)methyl cyclohexylcarbamate C1(CCCCC1)NC(OCN1C(CCC2=CC=C(C=C12)CCN1CCN(CC1)C1=CC(=CC=2SC=CC21)F)=O)=O